N-(5-(5-methoxybenzo[d]oxazol-2-yl)-8-(methylamino)-2,7-naphthyridin-3-yl)cyclopropanecarboxamide COC=1C=CC2=C(N=C(O2)C2=C3C=C(N=CC3=C(N=C2)NC)NC(=O)C2CC2)C1